trivinyl-trimesic acid C(=C)C1=C(C(=C(C(=C1C(=O)O)C=C)C(=O)O)C=C)C(=O)O